tert-Butyl 2-((((9H-fluoren-9-yl)methoxy) carbonyl)(methyl)amino)-4-(2-isopropylphenyl)butanoate C1=CC=CC=2C3=CC=CC=C3C(C12)COC(=O)N(C(C(=O)OC(C)(C)C)CCC1=C(C=CC=C1)C(C)C)C